6-methoxy-1,5-naphthyridin-4-ol COC=1N=C2C(=CC=NC2=CC1)O